C(C)(C)(C)OC(=O)N(C1COC2(C1)CCN(CC2)C(=O)OCC2=CC=CC=C2)C[C@@H](COC2=CC(=CC=C2)S(NC)(=O)=O)O benzyl 3-((tert-butoxycarbonyl) ((S)-2-hydroxy-3-(3-(N-methylsulfamoyl) phenoxy) propyl) amino)-1-oxa-8-azaspiro[4.5]decane-8-carboxylate